FC=1C=C(C=C2C=CC(=NC12)C1CCOCC1)CN1C[C@@H]([C@H](C1)OC1COC1)OC=1C=C2CN(C(C2=CC1)=O)[C@H]1C(NC(CC1)=O)=O |o1:20,21,39| rel-3-(5-(((3S*,4S*)-1-((8-fluoro-2-(tetrahydro-2H-pyran-4-yl)quinolin-6-yl)methyl)-4-(oxetan-3-yloxy)pyrrolidin-3-yl)oxy)-1-oxoisoindolin-2-yl)piperidine-2,6-dione